ClC=1C(=NC=CC1)N1N=C(C=C1C(=O)O)OCC(F)(F)F 1-(3-Chloropyridin-2-yl)-3-(2,2,2-trifluoroethoxy)-1H-pyrazole-5-carboxylic acid